1,3,3-trimethyl-5-pentyloctahydrobenzo[c]isoxazole CN1OC(C2C1CCC(C2)CCCCC)(C)C